N-[5-(furan-3-yl)-2-methyl-[1,2,4]triazolo[1,5-c]pyrimidin-7-yl]cyclopropanecarboxamide O1C=C(C=C1)C1=NC(=CC=2N1N=C(N2)C)NC(=O)C2CC2